N-methyl-N-naphthylsulfonyl-1,2-ethanediamine Hydrochloric Acid Salt Cl.CN(CCN)S(=O)(=O)C1=CC=CC2=CC=CC=C12